FC(C1=C(C=NC(=C1)NC1=CC2=C(OC[C@H]3N2C(CC3)=O)N=C1)C1=NC=C(C=C1)N1C(CCC1)=O)F (S)-2-((4'-(difluoro-methyl)-5-(2-oxo-pyrrolidin-1-yl)-[2,3'-bipyridin]-6'-yl)amino)-6,6a,7,8-tetrahydro-9H-pyrido[2,3-b]pyrrolo[1,2-d][1,4]oxazin-9-one